2-(4-(ethylsulfonyl)phenyl)-N-(6-(2-methyl-2-(5-methylpyrimidin-2-yl)propionyl)pyridin-3-yl)acetamide C(C)S(=O)(=O)C1=CC=C(C=C1)CC(=O)NC=1C=NC(=CC1)C(C(C)(C1=NC=C(C=N1)C)C)=O